Cl.FC1=C(C=CC(=C1)F)C1=CC(=C(C=C1)O)C(=O)OCCN(CC)CC 2-(diethylamino)ethyl 2',4'-difluoro-4-hydroxyl-[1,1'-biphenyl]-3-carboxylate hydrochloride